tert-butyl 5-bromo-2-(hydroxymethyl)-1H-indole-1-carboxylate BrC=1C=C2C=C(N(C2=CC1)C(=O)OC(C)(C)C)CO